3-(3-fluoro-4-methoxyphenyl)-2-(1-(4-fluorobenzyl)pyrrolidin-2-yl)-8-methyl-6-nitroquinazolin-4(3H)-one FC=1C=C(C=CC1OC)N1C(=NC2=C(C=C(C=C2C1=O)[N+](=O)[O-])C)C1N(CCC1)CC1=CC=C(C=C1)F